O1CC(C1)CN1CCC1 1-(oxetan-3-ylmethyl)azetidin